(2-methyltetrahydrofuran-2-yl)methyl 4-methylbenzenesulfonate CC1=CC=C(C=C1)S(=O)(=O)OCC1(OCCC1)C